rac-5-{2-[(2R,5S)-5-methyl-2-[6-(Pyrrolidin-1-yl)pyridin-3-Yl]Piperidin-1-Yl]-2-oxoacetamido}Pyridine-3-carboxamide C[C@H]1CC[C@@H](N(C1)C(C(=O)NC=1C=C(C=NC1)C(=O)N)=O)C=1C=NC(=CC1)N1CCCC1 |r|